(6-methoxy-1H-indol-3-yl)-(3,4,5-trimethoxyphenyl)methanone COC1=CC=C2C(=CNC2=C1)C(=O)C1=CC(=C(C(=C1)OC)OC)OC